ClC1=C(C=CC(=C1)N1CCOCC1)NC=1N=CC2=C(N1)N1C(C(=C2)C2=C(C=CC=C2)Cl)=NCC1 N-(2-chloro-4-morpholinophenyl)-6-(2-chlorophenyl)-8,9-dihydroimidazo[1',2':1,6]pyrido[2,3-d]pyrimidin-2-amine